C(#N)CCP(O)(N(C(C)C)C(C)C)O[C@H]1[C@H]([C@@H](O[C@@H]1COC(C1=CC=C(C=C1)OC)(C1=CC=C(C=C1)OC)C1=CC=CC=C1)N1C(=O)N=C(NC(C)=O)C=C1)OCOCCC(COC(C)=O)OC(C)=O N4-Acetyl-5'-O-(4,4'-Dimethoxytrityl)-2'-O-(3,4-Diacetoxybutoxymethyl)Cytidine 3'-O-(2-Cyanoethyl N,N-Diisopropylphosphoramidite)